O1CCN(CC1)C=1C2=C(N=C(N1)N1N=CC(=C1)C=1C=C(C=CC1)C)C=C(O2)C(=O)NCC2COC2 4-morpholino-N-(oxetan-3-ylmethyl)-2-(4-(m-tolyl)-1H-pyrazol-1-yl)furo[3,2-d]pyrimidine-6-carboxamide